tert-butyl N-[2-[[6-fluoro-7-[rac-(4R)-4-(tert-butoxycarbonylamino)cyclohexen-1-yl]-2,3-dihydrofuro[3,2-b]pyridin-5-yl]amino]-6-methyl-4-pyridyl]-N-methyl-carbamate FC=1C(=C2C(=NC1NC1=NC(=CC(=C1)N(C(OC(C)(C)C)=O)C)C)CCO2)C2=CC[C@@H](CC2)NC(=O)OC(C)(C)C |r|